NCC1CCNCC1 (3S,4S)-4-(aminomethyl)piperidin